Methyl (S)-2-(4-bromo-2,3,6-trifluorobenzyl)-1-(4,4-dimethyltetrahydrofuran-3-yl)-1H-benzo[d]imidazole-6-carboxylate BrC1=C(C(=C(CC2=NC3=C(N2[C@@H]2COCC2(C)C)C=C(C=C3)C(=O)OC)C(=C1)F)F)F